7-({[(1S)-1-cyclobutylethyl]amino}methyl)-1H-pyrrolo[3,2-b]pyridine-5-carbonitrile C1(CCC1)[C@H](C)NCC1=C2C(=NC(=C1)C#N)C=CN2